2-{2-[5'-fluoro-1'-methyl-3-(trifluoromethyl)-1H,1'H-[4,6'-biindazol]-1-yl]acetamido}-N-{[(2H-1,2,3,4-tetrazol-5-yl)carbamoyl]methyl}acetamide FC=1C=C2C=NN(C2=CC1C=1C=2C(=NN(C2C=CC1)CC(=O)NCC(=O)NCC(NC=1N=NNN1)=O)C(F)(F)F)C